tert-Butyl 4-(((trifluoromethyl)sulfonyl)oxy)-3,6-dihydropyridine-1(2H)-carboxylate FC(S(=O)(=O)OC=1CCN(CC1)C(=O)OC(C)(C)C)(F)F